(R)-2-((5-chloro-4-(9-fluoro-1-methyl-1,2,3,4-tetrahydrobenzo[4,5]imidazo[1,2-a]pyrimidin-7-yl)pyrimidin-2-yl)amino)propan-1-ol ClC=1C(=NC(=NC1)N[C@@H](CO)C)C1=CC2=C(N=C3N2CCCN3C)C(=C1)F